3,5-bis(anthracene-9-ylmethoxy)benzoic acid C1=CC=CC2=CC3=CC=CC=C3C(=C12)COC=1C=C(C(=O)O)C=C(C1)OCC=1C2=CC=CC=C2C=C2C=CC=CC12